N[C@@H](C(=O)O)CC1=CC(=CC=C1)C1=CC=CC=2OC(OC21)(F)F (R)-2-amino-3-(3-(2,2-difluorobenzo[d][1,3]dioxolan-4-yl)phenyl)propanoic acid